C1(CC1)C1=NNC(=C1)C(=O)NC=1C2=C(NN1)C(N(C2)C(=O)N2C[C@H]1N(C[C@@H]2C)CCC1)(C)C 3-cyclopropyl-N-(6,6-dimethyl-5-((3s,8as)-3-methyl-octahydropyrrolo[1,2-a]pyrazine-2-carbonyl)-1,4,5,6-tetrahydropyrrolo[3,4-c]pyrazol-3-yl)-1H-pyrazole-5-carboxamide